1-(1-(3-chlorophenyl)-1H-pyrazol-4-yl)ethanone O-(2-aminoethyl) oxime hydrochloride Cl.NCCON=C(C)C=1C=NN(C1)C1=CC(=CC=C1)Cl